FC=1C(=C2C(=NC1)NC=N2)N 6-fluoro-3H-imidazo[4,5-b]pyridin-7-amine